ClC1=CC=C2C(=C(N3C(C2=C1Cl)=NC=N3)C(=O)OC)O Methyl 9,10-dichloro-6-hydroxy-[1,2,4]triazolo[5,1-a]isoquinoline-5-carboxylate